(4-((2-cyclopropylethyl)(2-(2,6-dioxopiperidin-3-yl)-1-oxoisoindolin-4-yl)amino)-2,2-difluorobutyl)carbamic acid tert-butyl ester C(C)(C)(C)OC(NCC(CCN(C1=C2CN(C(C2=CC=C1)=O)C1C(NC(CC1)=O)=O)CCC1CC1)(F)F)=O